FC1=C(C(=CC=C1)OC=1C(=NC2=C(C=CC=C2C1)F)C)C(C)(C)O 2-[2-fluoro-6-[(8-fluoro-methyl-3-quinolinyl)oxy]phenyl]propan-2-ol